C(C=C)N(CC(=O)O)C[C@H](COCCOCCOC(C)(C)C)NC(=O)OCC1C2=CC=CC=C2C=2C=CC=CC12.NCC(=O)O glycinate (Allyl (R)-(2-((((9H-fluoren-9-yl)methoxy)carbonyl)amino)-3-(2-(2-(tert-butoxy)ethoxy)ethoxy)propyl)glycinate)